(S)-2-((N-ethylsulfamoyl)amino)-N-(1-(6-ethynyl-5-oxo-4-phenyl-4,5-dihydro-2H-furo[4,3,2-de]isoquinolin-3-yl)ethyl)pyrazolo[1,5-a]pyrimidine-3-carboxamide C(C)NS(=O)(=O)NC1=NN2C(N=CC=C2)=C1C(=O)N[C@@H](C)C=1N(C(C=2C(=CC=C3C2C1CO3)C#C)=O)C3=CC=CC=C3